FC(C[C@@H](C1=CC=CC=C1)NC(=O)C1(CCN(CC1)C(=O)OC(C)(C)C)O)C=O tert-Butyl 4-(((1s)-3-fluoro-4-oxo-1-phenylbutyl)carbamoyl)-4-hydroxypiperidine-1-carboxylate